BrC1=C(C(=CC=C1)Br)B(O)O 2,6-dibromophenylboronic acid